(2S)-4-(5-(3-((4,7-dibromo-2-((S)-3-carboxybutanoyl)-6-methoxy-3-methylisoindolin-5-yl)oxy)propoxy)-6-methoxyisoindolin-2-yl)-2-methyl-4-oxobutanoic acid BrC1=C2C(N(CC2=C(C(=C1OCCCOC=1C=C2CN(CC2=CC1OC)C(C[C@@H](C(=O)O)C)=O)OC)Br)C(C[C@H](C)C(=O)O)=O)C